BrC=1C=C(C=CC1)C=1C(=C(NC1)CC1CC1)CC1=CC(=C(C=C1)S(=O)(=O)N(CC1=CC=C(C=C1)OC)CC1=CC=C(C=C1)OC)F 4-((4-(3-bromophenyl)-2-(cyclopropylmethyl)-1H-pyrrole-3-yl)methyl)-2-fluoro-N,N-bis(4-methoxybenzyl)benzenesulfonamide